4-methyl-6-(6-methyl-2-oxo-3,6-dihydro-2H-1,3,4-thiadiazin-5-yl)benzo[d]thiazol-2(3H)-one CC1=CC(=CC2=C1NC(S2)=O)C2=NNC(SC2C)=O